3-bromo-2-[5-chloro-2-(4,4-difluoroazepan-1-yl)-4,6-dimethyl-3-pyridyl]-4-oxo-1H-1,6-naphthyridine-5-carboxamide BrC1=C(NC=2C=CN=C(C2C1=O)C(=O)N)C=1C(=NC(=C(C1C)Cl)C)N1CCC(CCC1)(F)F